BrC=1C=NN2C1N=C(N=C2NCC=2NC(=CN2)C2=CC=C(C=C2)OC(F)(F)F)N2CCOCC2 8-Bromo-2-(morpholin-4-yl)-N-({5-[4-(trifluoromethoxy)phenyl]-1H-imidazol-2-yl}methyl)pyrazolo[1,5-a][1,3,5]triazin-4-amine